5-[(3-carbamoylphenyl)methyl]-10-ethyl-5H,6H,7H,8H,9H,10H-cyclohepta[b]indole-4-carboxylic acid C(N)(=O)C=1C=C(C=CC1)CN1C2=C(C3=CC=CC(=C13)C(=O)O)C(CCCC2)CC